(R)-N-(1-oxo-1-(4-(3-(trifluoromethyl)phenyl-4-d)piperazin-1-yl)propan-2-yl)acetamide O=C([C@@H](C)NC(C)=O)N1CCN(CC1)C1=CC(=C(C=C1)[2H])C(F)(F)F